C(CCCCCCCCCC)(=O)N[C@@H]([C@@H](C)CC)C(=O)O N-n-undecanoyl-isoleucine